tert-butyl 1-{[3-(5-methyl-1,3-thiazol-2-yl)-5-({(1R)-1-[2-(trifluoromethyl) pyrimidin-5-yl]ethyl}carbamoyl) phenoxy]methyl}-2-oxa-5-azabicyclo[2.2.1]heptane-5-carboxylate CC1=CN=C(S1)C=1C=C(OCC23OCC(N(C2)C(=O)OC(C)(C)C)C3)C=C(C1)C(N[C@H](C)C=1C=NC(=NC1)C(F)(F)F)=O